C(C)S(=O)(=O)NC1=CC=C(C=C1)C1=NNC(=C1C(=O)N)NC1=CC(=NC=C1)OCCOC 3-(4-(ethylsulfonamido)phenyl)-5-((2-(2-methoxyethoxy)pyridin-4-yl)amino)-1H-pyrazole-4-carboxamide